3-[4-(2,2-dimethylpropoxy)phenyl]azetidine 4-methylbenzenesulfonate CC1=CC=C(C=C1)S(=O)(=O)O.CC(COC1=CC=C(C=C1)C1CNC1)(C)C